methyl (S,E)-4-amino-2-methyl-5-phenylpent-2-enoate N[C@H](/C=C(/C(=O)OC)\C)CC1=CC=CC=C1